(4-fluorophenyl)(methyl)((3-(5-(trifluoromethyl)-1,2,4-oxadiazol-3-yl)benzyl)imino)-λ6-sulfanone FC1=CC=C(C=C1)S(=O)(=NCC1=CC(=CC=C1)C1=NOC(=N1)C(F)(F)F)C